N-[(3S)-1-[3-(benzyloxy)quinoxalin-2-yl]pyrrolidin-3-yl]-N,2-dimethylpropanamide C(C1=CC=CC=C1)OC=1C(=NC2=CC=CC=C2N1)N1C[C@H](CC1)N(C(C(C)C)=O)C